Methyl (Z)-1-(4-amino-2-fluorobut-2-en-1-yl)-4-(3-(N,N-dimethylsulfamoyl)phenyl)-2-Methyl-1H-benzo[d]imidazole-6-carboxylate hydrochloride Cl.NC\C=C(\CN1C(=NC2=C1C=C(C=C2C2=CC(=CC=C2)S(N(C)C)(=O)=O)C(=O)OC)C)/F